[Na+].CS(=O)[O-] methanesulphinate sodium salt